N1=NC=C2C1=NC1=CC=C(C=C21)C(=O)N pyrazolo[3,4-b]indole-5-carboxamide